2-(2,6-dioxopiperidin-3-yl)-5-fluoro-6-((4-(1-isopropyl-6-((2-(4-methoxypiperidine-1-yl)pyrimidin-4-yl)amino)-1H-pyrazolo[4,3-c]pyridin-3-yl)piperazin-1-yl)methyl)isoindoline O=C1NC(CCC1N1CC2=CC(=C(C=C2C1)F)CN1CCN(CC1)C1=NN(C2=C1C=NC(=C2)NC2=NC(=NC=C2)N2CCC(CC2)OC)C(C)C)=O